FC1=CC=C(C=N1)CC1=NOC(=C1)C=1C(=NC=CC1)N 3-(3-((6-fluoropyridin-3-yl)methyl)isoxazol-5-yl)pyridin-2-amine